C1(CCC(N1C(C(=O)[O-])CSSCC(C(=O)[O-])N1C(CCC1=O)=O)=O)=O 3,3'-dithiobis(succinimidyl propionate)